CN(C=1C=CC2=C([Si](C3=C(C=CC(=C3)N(C)C)C23OC(C2=CC=CC=C32)=O)(C)CCCSCC(=O)NCCOCCOCCCCCCCl)C1)C 2-((3-((5s,10s)-3,7-Bis(dimethylamino)-5-methyl-3'-oxo-3'H,5H-spiro[dibenzo[b,e]siline-10,1'-isobenzofuran]-5-yl)propyl)thio)-N-(2-(2-((6-chlorohexyl)oxy)ethoxy)ethyl)acetamide